ClC1=C(C=C(C(=O)N2CC=3NC(N(C(C3C[C@H]2C)=O)[C@@H]2C[C@H](CC2)C(=O)NC)=S)C=C1)C(F)(F)F (1S,3S)-3-((R)-7-(4-Chloro-3-(trifluoromethyl)benzoyl)-6-methyl-4-oxo-2-thioxo-1,2,5,6,7,8-hexahydropyrido[3,4-d]pyrimidin-3(4H)-yl)-N-methylcyclopentane-carboxamide